C(C)S1S(CC=C1)CC 1,2-diethyl-dithiol